NC=1C=2N(C(=CN1)C1=CCC(CC1)NC)C(=NC2C2=CC=C(C1=CC=CC=C21)NS(=O)(=O)CC2=C(C=CC(=C2)F)F)C(C)C N-(4-(8-amino-3-isopropyl-5-(4-(methylamino)cyclohex-1-en-1-yl)imidazo[1,5-a]pyrazin-1-yl)naphthalen-1-yl)-1-(2,5-difluorophenyl)methanesulfonamide